FC(C)(F)C1=NC(=CC(=C1)NC1=CC(=NC=C1C1=NN2C(CN(CC2)CC)=C1)NC(C)=O)C N-(4-((2-(1,1-difluoroethyl)-6-methylpyridin-4-yl)amino)-5-(5-ethyl-4,5,6,7-tetrahydropyrazolo[1,5-a]pyrazin-2-yl)pyridin-2-yl)acetamide